(2S,5R)-2,5-diethylpiperazine-1-carboxylic acid tert-butyl ester C(C)(C)(C)OC(=O)N1[C@H](CN[C@@H](C1)CC)CC